Racemic-N-[(3S)-5-methyl-4-oxo-2,3-dihydro-1,5-benzoxazepine-3-yl]-4-phenyl-6,7-dihydro-4H-pyrazolo[5,1-c][1,4]Oxazine-2-carboxamide CN1C([C@H](COC2=C1C=CC=C2)NC(=O)C2=NN1C([C@H](OCC1)C1=CC=CC=C1)=C2)=O |&1:19|